C1(=CC=CC=C1)C(=S)C=1N2CCC(C2=CC1)C(=O)O 5-(benzenecarbothioyl)-2,3-dihydro-1H-pyrrolizine-1-carboxylic acid